N-{[4-(2-methyl-2H-1,2,3-triazol-4-yl)phenyl]methyl}-6-{7-[3-(4-methylpiperazin-1-yl)propoxy]imidazo[1,2-a]pyridin-3-yl}pyrimidin-4-amine CN1N=CC(=N1)C1=CC=C(C=C1)CNC1=NC=NC(=C1)C1=CN=C2N1C=CC(=C2)OCCCN2CCN(CC2)C